C(C1=CC=C(C(=O)C=C(C(=O)NN=O)C)C=C1)(=O)C=C(C(=O)NN=O)C terephthaloyl-bis(N-nitrosomethacrylamide)